COC(CNC1=C(C(=O)O)C=CC=C1[N+](=O)[O-])=O 2-((2-methoxy-2-oxoethyl)amino)-3-nitrobenzoic acid